OCCN1C(N(CC=2C1=NC(=NC2)NC=2C=C1CCN(CC1=CC2)C)[C@H]2CCNC1=C(C=CC=C21)C)=O 1-(2-hydroxyethyl)-7-[(2-methyl-3,4-dihydro-1H-isoquinolin-6-yl)amino]-3-[(4S)-8-methyl-1,2,3,4-tetrahydroquinolin-4-yl]-4H-pyrimido[4,5-d]pyrimidin-2-one